[C@H]12CN(C[C@H](CC1)N2)C2=NC(=NC=1CC3(CCC21)CC2=CC=CC1=CC=CC3=C21)OC[C@H]2N(CCC2)C(C)C 4'-((1R,5S)-3,8-diazabicyclo[3.2.1]octan-3-yl)-2'-(((S)-1-isopropylpyrrolidin-2-yl)methoxy)-5',8'-dihydro-2H,6'H-spiro[acenaphthylene-1,7'-quinazoline]